6-((6-(2-fluoro-6-methoxyphenyl)-5-nitropyridin-2-yl)amino)-N-((1R,3S)-3-hydroxycyclopentyl)-4-((S)-3-hydroxypiperidin-1-yl)nicotinamide FC1=C(C(=CC=C1)OC)C1=C(C=CC(=N1)NC1=NC=C(C(=O)N[C@H]2C[C@H](CC2)O)C(=C1)N1C[C@H](CCC1)O)[N+](=O)[O-]